N-(2-bromo-4-methyl-6-(methylcarbamoyl)phenyl)-3-methyltetrahydrofuran-3-carboxamide BrC1=C(C(=CC(=C1)C)C(NC)=O)NC(=O)C1(COCC1)C